1-(1,1-difluoropropyl)-N-[(3S)-5-methyl-4-oxo-2,3-dihydropyrido[3,2-b][1,4]oxazepin-3-yl]pyrazolo[3,4-d]pyrimidine-6-carboxamide FC(CC)(F)N1N=CC=2C1=NC(=NC2)C(=O)N[C@@H]2C(N(C1=C(OC2)C=CC=N1)C)=O